C(C)S(=O)(=NC=1N=C2N(C=CC(=C2)C2=NOC(=N2)C(F)(F)F)C1)C ethyl(methyl)((7-(5-(trifluoromethyl)-1,2,4-oxadiazol-3-yl)imidazo[1,2-a]pyridin-2-yl)imino)-λ6-sulfanone